C(#N)C1=C(C=CC(=C1)F)SC=1C=2N(C=C(C1)C=1C=NN(C1C)C1CNC(CC1)(C)C)N=CC2C#N 4-(2-cyano-4-fluoro-phenyl)sulfanyl-6-[1-(6,6-dimethyl-3-piperidyl)-5-methyl-pyrazol-4-yl]pyrazolo[1,5-a]pyridine-3-carbonitrile